trifluoro(prop-2-enyl)boranuide F[B-](CC=C)(F)F